CN1CCC(CC1)C1=CC(=CC2=C1N=C(S2)N)C(F)(F)F 4-(1-methylpiperidin-4-yl)-6-(trifluoromethyl)benzo[d]thiazol-2-amine